C(C)(=O)O[C@H]1COC2=C1C=C(C=C2S(NC2=C(C(=C(C=C2)F)C=2C=C1C=NC(=NC1=C(C2)F)NC2CCN(CC2)C)F)(=O)=O)Cl (3R)-5-chloro-7-[(2,4-difluoro-3-{8-fluoro-2-[(1-methylpiperidin-4-yl) amino]quinazolin-6-yl}phenyl)sulfamoyl]-2,3-dihydro-1-benzofuran-3-yl acetate